N1C=C(C2=CC=CC=C12)CC(CCCC)NC(=O)C1=CN=C(S1)N1CC2=C(CC1)ON=C2C(F)(F)F N-[1-(1H-indol-3-ylmethyl)pentyl]-2-[3-(trifluoromethyl)-6,7-dihydro-4H-isoxazolo[4,5-c]pyridin-5-yl]thiazole-5-carboxamide